ClC=1C=C(C=CC1Cl)SC1=C(C=C(C=C1)S(=O)(=O)NC1=C(C(=O)O)C=C(C(=C1)OC)OC)[N+](=O)[O-] 2-((4-((3,4-Dichlorophenyl)thio)-3-nitrophenyl)sulfonamido)-4,5-dimethoxybenzoic acid